C(=C)C1=CC=C(C=C1)C(C)C1=CC=C(C=C1)C1=CC=C(C=C1)C=C 1,4-bis(p-vinylphenyl)ethyl-benzene